3,5-difluoro-4-hydroxy-N-({(1r,4r)-4-[6-(1,2-thiazol-5-yl)-2H-indazol-2-yl]cyclohexyl}methyl)benzamide FC=1C=C(C(=O)NCC2CCC(CC2)N2N=C3C=C(C=CC3=C2)C2=CC=NS2)C=C(C1O)F